1-(2-((R)-2-methylpiperidin-1-yl)propyl)-4-phenyl-1,2,3,4-tetrahydroquinoxaline C[C@H]1N(CCCC1)C(CN1CCN(C2=CC=CC=C12)C1=CC=CC=C1)C